S1C(=NC2=C1C=CC=C2)C2=CC=C(N)C=C2 4-(benzo[d]thiazol-2-yl)aniline